FC(CCCCCCCCCCC)O fluoro-1-dodecanol